thiophene benzoate C(C1=CC=CC=C1)(=O)O.S1C=CC=C1